5-(4,4,5,5-tetramethyl-1,3,2-dioxaborolan-2-yl)-N-[3-(trifluoro-methoxy)phenyl]pyrimidin-2-amine CC1(OB(OC1(C)C)C=1C=NC(=NC1)NC1=CC(=CC=C1)OC(F)(F)F)C